(1,3-dimethyl-1H-pyrazol-5-yl)sulfonyl chloride CN1N=C(C=C1S(=O)(=O)Cl)C